CC1=CC(=CC(=N1)N1N=CCC1C(=O)N)C(F)(F)F 1-(6-methyl-4-(trifluoromethyl)pyridin-2-yl)-4,5-dihydro-1H-pyrazole-5-carboxamide